C(C)(C)(C)OC(=O)N1C2=C(OCC1)C(=CC=C2)[S-].[K+] potassium 4-(tert-butoxycarbonyl)-3,4-dihydro-2H-benzo[b][1,4]oxazine-8-thiolate